2,6-dimethyl-benzene CC1=CC(=CC=C1)C